FC=1C(=CC=2C3=C(NC(C2C1)=O)COC[C@@H]3N(C(=O)C=3NC1=CC=CC=C1C3)C)F |r| Racemic-N-(8,9-difluoro-6-oxo-1,4,5,6-tetrahydro-2H-pyrano[3,4-c]isoquinolin-1-yl)-N-methyl-1H-indole-2-carboxamide